ClC=1C(=CC2=C(C[C@@](O2)([C@H]2NCCC2)C2=CC=CC=C2)C1C=1C(=C(OCCO)C=CC1C=1N=NNC1)F)F 2-(3-((2S,4R)-5-chloro-6-fluoro-2-phenyl-2-((S)-pyrrolidin-2-yl)-2,3-dihydrobenzofuran-4-yl)-2-fluoro-4-(1H-1,2,3-triazol-4-yl)phenoxy)ethan-1-ol